C(C)N1N=C2N=CC(=CC2=C1)C1=CC=C2C(=N1)SC(=C2)C2(CC(C2)(F)F)O 1-(6-(2-ethyl-2H-pyrazolo[3,4-b]pyridin-5-yl)thieno[2,3-b]pyridin-2-yl)-3,3-difluorocyclobutanol